(S)-6-chloro-7-fluoro-2-(5-(1-fluoroethyl)-4H-1,2,4-triazol-3-yl)-5-methoxy-3-(1H-pyrazol-4-yl)-1H-indole ClC1=C(C=C2C(=C(NC2=C1F)C1=NN=C(N1)[C@H](C)F)C=1C=NNC1)OC